COC=1C=C(\C=C\2/CC(C\C(\C2=O)=C/C2=CC(=C(C=C2)OC)OC)NS(=O)(=O)N2CCCCCC2)C=CC1OC N-(3,5-Bis((E)-3,4-dimethoxybenzylidene)-4-oxocyclohexyl)azepane-1-sulfonamide